6-iodo-1-methylindazole IC1=CC=C2C=NN(C2=C1)C